ClC1=C(COC(=O)NCCC2=C(N=NN2C)C2=CC=C(C(=N2)C)O[C@@H]2C[C@H](CCC2)C(=O)O)C=CC=C1 (1S,3S)-3-((6-(5-(2-((((2-chloro-benzyl)oxy)carbonyl)amino)ethyl)-1-methyl-1H-1,2,3-triazol-4-yl)-2-methylpyridin-3-yl)oxy)cyclohexane-1-carboxylic acid